benzyl N-(2-aminoethyl)-N-[2-(imidazol-1-yl)ethyl]carbamate NCCN(C(OCC1=CC=CC=C1)=O)CCN1C=NC=C1